C(C)(C)(C)OC(C(O)C1=CC=C(C=C1)NC([C@H](CCCNC(=O)N)NC([C@H](C(C)C)N)=O)=O)=O tert-butyl-2-(4-((S)-2-((S)-2-amino-3-methylbutanamido)-5-ureidopentanamido)phenyl)-2-hydroxyacetate